CN1C=C(C2=CC(=CC=C12)F)C1=NC(=NC=C1)Cl 1-methyl-3-(2-chloro-4-pyrimidinyl)-5-fluoroindole